1,8-octanedicarboxylic acid C(CCCCCCCC(=O)O)C(=O)O